ammonium carbamate, ammonium salt [NH4+].C(N)([O-])=O.[NH4+].C(N)([O-])=O